bicyclo[3.1.0]hexan-1-ol C12(CCCC2C1)O